ClC1=C(C=C(OCC(=O)N[C@H]2CC[C@@H](NC2)C(=O)NCC2=NC=CC(=C2)C(F)(F)F)C=C1)F (2R,5S)-5-[2-(4-chloro-3-fluorophenoxy)acetamido]-N-{[4-(trifluoromethyl)pyridin-2-yl]methyl}piperidine-2-carboxamide